6-oxo-5-(trifluoromethyl)-1-((2-(trimethylsilyl)ethoxy)methyl)-1,6-dihydropyridazine O=C1C(=CC=NN1COCC[Si](C)(C)C)C(F)(F)F